FC1=C(C=C(C(=C1)F)[N+](=O)[O-])B(O)O 2,4-difluoro-5-nitrophenylboronic acid